2-Ethynyl-4-fluoro-1-nitro-3-(trifluoromethyl)benzene C(#C)C1=C(C=CC(=C1C(F)(F)F)F)[N+](=O)[O-]